(S)-1-(4-(2-fluoropyridin-4-yl)-2-methylphenoxy)-2,4-dimethyl-pentan-2-amine FC1=NC=CC(=C1)C1=CC(=C(OC[C@](CC(C)C)(N)C)C=C1)C